[ethyl]-2-deoxy-β-D-glucopyranose C(C)[C@]1(O)C[C@@H](O)[C@H](O)[C@H](O1)CO